ClC1=C(C=C(C=C1)OC(F)(F)F)NC(=O)NC1CC2(CN(C2)C(=O)C2=C3N(N=C2)C=CN3C)C1 1-(2-chloro-5-(trifluoromethoxy)phenyl)-3-(2-(1-methyl-1H-imidazo[1,2-b]pyrazole-7-carbonyl)-2-azaspiro[3.3]heptan-6-yl)urea